3-(7-chloro-5-fluoro-1-oxoisoindolin-2-yl)piperidine-2,6-dione ClC=1C=C(C=C2CN(C(C12)=O)C1C(NC(CC1)=O)=O)F